carbazamide dinitrate [N+](=O)(O)[O-].[N+](=O)(O)[O-].C(NN)(=O)N